3,6-di(2-pyrimidinyl)-1,2,4,5-tetrazine N1=C(N=CC=C1)C=1N=NC(=NN1)C1=NC=CC=N1